C(C)OC(=O)[C@H]1NC2=CC=C(C=C2[C@@H]([C@H]1CC=C)OCC=C)OC (2S,3S,4R)-Ethyl-3-allyl-4-(allyloxy)-6-methoxy-1,2,3,4-tetrahydroquinoline-2-carboxylate